5-(4-((4-((1H-pyrazol-1-yl)methyl)phenyl)ethynyl)phenyl)-3-((2-((1S)-1-((tetrahydro-2H-pyran-2-yl)oxy)ethyl)-1H-imidazol-1-yl)methyl)isoxazole N1(N=CC=C1)CC1=CC=C(C=C1)C#CC1=CC=C(C=C1)C1=CC(=NO1)CN1C(=NC=C1)[C@H](C)OC1OCCCC1